methyl 4,4-difluorohexanoate FC(CCC(=O)OC)(CC)F